N-(2-chloro-4-(trifluoromethyl)phenyl)-2-(2-(cis-2,6-dimethylmorpholinyl)-5-ethyl-6-(4-(4-hydroxyisoxazole-3-yl)piperazin-1-yl)-7-oxo-[1,2,4]triazolo[1,5-a]pyrimidin-4(7H)-yl)acetamide ClC1=C(C=CC(=C1)C(F)(F)F)NC(CN1C=2N(C(C(=C1CC)N1CCN(CC1)C1=NOC=C1O)=O)N=C(N2)N2C[C@H](O[C@H](C2)C)C)=O